3-chlorobenzyl ((S)-3-cyclohexyl-1-(((S)-1-hydroxy-5-(methyl(phenethyl)amino)-5-oxopentan-2-yl)amino)-1-oxopropan-2-yl)carbamate C1(CCCCC1)C[C@@H](C(=O)N[C@H](CO)CCC(=O)N(CCC1=CC=CC=C1)C)NC(OCC1=CC(=CC=C1)Cl)=O